(4S,4S)-2,2-(Propane-2,2-diyl)bis(4-phenyl-4,5-dihydrooxazole) CC(C)(C1=N[C@H](CO1)C2=CC=CC=C2)C3=N[C@H](CO3)C4=CC=CC=C4